C1(CCC1)NC1=CC2=C(C=N1)C=C(N2)C2=NC(=NC=C2)NCC(F)(F)F N-cyclobutyl-2-(2-((2,2,2-trifluoroethyl)amino)pyrimidin-4-yl)-1H-pyrrolo[3,2-c]pyridin-6-amine